C(C1=CC=CC=C1)OC(=O)N[C@H]1C[C@H](C[C@H](C1)NC=1C2=C(N=CN1)SC(=C2)CC(F)(F)F)C(=O)OC Methyl (1S,3S,5R)-3-{[(benzyloxy)carbonyl]amino}-5-{[6-(2,2,2-trifluoroethyl)thieno[2,3-d]pyrimidin-4-yl]amino}cyclohexane-1-carboxylate